O=C1NN=C(O1)C=1C=C(C=CC1)NC1CCN(CC1)C(=O)OCC1=CC(=CC(=C1)Cl)Cl 3,5-dichlorobenzyl 4-((3-(5-oxo-4,5-dihydro-1,3,4-oxadiazole-2-yl)phenyl)amino)piperidine-1-carboxylate